N=C1SC=C(N1)C(=O)N(C)C 2-imino-N,N-dimethyl-thiazole-4-carboxamide